NCCOCCOCCOCCOCCOCCOCCOCCOCCNC(CCOC1=C(C=CC=C1)N(C(C1=CC(=C(C=C1)Cl)C=1C=NC(=CC1C#N)C(F)(F)F)=O)C)=O N-(2-((1-amino-28-oxo-3,6,9,12,15,18,21,24-octaoxa-27-azatriacontan-30-yl)oxy)phenyl)-4-chloro-3-(4-cyano-6-(trifluoromethyl)pyridin-3-yl)-N-methylbenzamide